1-[9-Ethyl-6-(2-methylbenzoyl)carbazol-3-yl]ethanone-O-acetyl oxime C(C)(=O)ON=C(C)C=1C=CC=2N(C3=CC=C(C=C3C2C1)C(C1=C(C=CC=C1)C)=O)CC